C(C)(=O)OCCC(CC(=CCCC)C)C 3,5-dimethylnon-5-en-1-yl acetate